S1C2=C(C=C1)C(=CC=C2)N2CCN(CC2)CCCCOC2=CC=C1C=CC(N(C1=C2)C(CCCCCCCCCCC)=O)=O 7-(4-(4-(benzo[b]thiophen-4-yl)piperazin-1-yl)butoxy)-1-dodecanoylquinolin-2(1H)-one